The molecule is a secondary amino compound that is ammonia in which nitrogen is substituted by a 1-(4-methoxy-3-sulfamoylphenyl)propan-2-yl group and a 2-(2-ethoxyphenoxy)ethyl group. It is a secondary amino compound, a sulfonamide and an aromatic ether. CCOC1=CC=CC=C1OCCNC(C)CC2=CC(=C(C=C2)OC)S(=O)(=O)N